(1S,2S,3R,5S)-3-[7-[(1R,2S)-2-(3,4-difluorophenyl)cyclopropylamino]-5-(propylsulfanyl)-3H-[1,2,3]triazolo[4,5-d]pyrimidin-3-yl]-5-(2-hydroxyethoxy)cyclopentane-1,2-diol FC=1C=C(C=CC1F)[C@H]1[C@@H](C1)NC=1C2=C(N=C(N1)SCCC)N(N=N2)[C@H]2[C@@H]([C@@H]([C@H](C2)OCCO)O)O